N1(CCNCC1)C1=NN(C2=NC=CC(=C21)CC)C2=CC=C(C=C2)OC(F)(F)F 1-(3-(Piperazin-1-yl)-1-(4-(trifluoromethoxy)phenyl)-1H-pyrazolo[3,4-b]pyridin-4-yl)ethane